8-(2-(4-(trifluoromethyl)phenyl)acetyl)-1,3,8-triazaspiro[4.5]decane-2,4-dione FC(C1=CC=C(C=C1)CC(=O)N1CCC2(C(NC(N2)=O)=O)CC1)(F)F